water thiophosphate P(=S)(O)(O)O.O